FC(OC1=NC=CC(=C1)CNC(=O)N[C@@H]1[C@@H]2C(C[C@H](C1)C2)(F)F)F |r| 1-[[2-(difluoro-methoxy)pyridin-4-yl]methyl]-3-[rac-(1R,2S,4S)-6,6-difluoro-2-bicyclo[2.2.1]heptanyl]urea